NC=1N=C(C(=C2C=C(N=CC12)NC(=O)[C@H]1[C@@H](C1)C#N)F)C=1C=NC=CC1C |r| (±)-trans-N-(8-amino-5-fluoro-6-(4-methylpyridin-3-yl)-2,7-naphthyridin-3-yl)-2-cyanoCyclopropanecarboxamide